N-(4-bromopyridin-2-yl)-2-(dimethylamino)acetamide BrC1=CC(=NC=C1)NC(CN(C)C)=O